C(C)(C)(C)OC(=O)N1C(C2(C1)CCC2)C2=CC(=CC=C2)C(C)(C)C (3-(tert-butyl)phenyl)-2-azaspiro[3.3]heptane-2-carboxylic acid tert-butyl ester